5-methoxy-2-(trifluoromethyl)-3H-quinazolin-4-one COC1=C2C(NC(=NC2=CC=C1)C(F)(F)F)=O